ON(S(=O)(=O)C1=C(C=CC=C1)C(C)C)O N,N-di-hydroxyisopropyl-benzenesulfonamide